FC(COC[C@@H]1CC[C@@]2(CCCN12)CO)(F)F ((3S,7aS)-3-((2,2,2-trifluoroethoxy)methyl)tetrahydro-1H-pyrrolizin-7a(5H)-yl)methanol